BrC=1C(=NN(C1C)C1CC2(CN(C2)C(=O)OC(C)(C)C)C1)C1=NN(C(=C1)C)CCN(C)C tert-butyl 6-(4-bromo-1'-(2-(dimethylamino)ethyl)-5,5'-dimethyl-1H,1'H-[3,3'-bipyrazol]-1-yl)-2-azaspiro[3.3]heptane-2-carboxylate